CC1(CCC(CC1)OC1=CC=C(C=C1)C1=NC(=C(C(=N1)C)C(=O)O)C)C 2-(4-((4,4-dimethylcyclohexyl)oxy)phenyl)-4,6-dimethylpyrimidine-5-carboxylic acid